C[C@H]1CN(C[C@@H](N1)C)C=1C=2N(C=C(C1)S(=O)(=O)NC1(COC1)C)C(=NC2)C=2SC(=NN2)C(F)(F)F 8-((3S,5S)-3,5-dimethylpiperazin-1-yl)-N-(3-methyloxetan-3-yl)-3-(5-(trifluoromethyl)-1,3,4-thiadiazol-2-yl)imidazo[1,5-a]pyridine-6-sulfonamide